C(C)C=1C=C2C=CC(NC2=CC1)=O 6-ethyl-2-oxo-1H-quinolin